benzyl (2S,4S)-2-(aminomethyl)-4-((tert-butoxycarbonyl)amino)pyrrolidine-1-carboxylate NC[C@H]1N(C[C@H](C1)NC(=O)OC(C)(C)C)C(=O)OCC1=CC=CC=C1